C1(=CC=C(C=C1)C1=NC(=NC(=C1)C1=CC=CC=C1)C1=C(C=CC=C1)C1=CC=2C3(C4=CC(=CC=C4C2C=C1)C#N)CCCC3)C3=CC=CC=C3 2'-(2-(4-([1,1'-biphenyl]-4-yl)-6-phenylpyrimidin-2-yl)phenyl)spiro[cyclopentane-1,9'-fluorene]-7'-carbonitrile